CNC1=CC=NC(=O)N1 The molecule is a pyrimidone that is cytosine bearing an N(4)-methyl substituent. It has a role as a metabolite. It is an aminopyrimidine, a pyrimidone and a methylcytosine. It derives from a cytosine.